FC=1C=CC(=C(C1)C1=NC=C(C(=O)OC)C=C1[N+](=O)[O-])C(=O)OC methyl 6-(5-fluoro-2-(methoxycarbonyl)phenyl)-5-nitronicotinate